silicon-germanium carbon 3-(4-(4-(4-(trifluoromethyl)phenyl)piperidin-1-yl)phenyl)oxetan-3-ol FC(C1=CC=C(C=C1)C1CCN(CC1)C1=CC=C(C=C1)C1(COC1)O)(F)F.[C].[Ge].[Si]